6-((4-((5-Cyclopropyl-3-(2-(trifluoromethyl)phenyl)isoxazol-4-yl)methoxy)bicyclo[2.2.2]octan-1-yl)methoxy)-4-(trifluoromethyl)chinolin C1(CC1)C1=C(C(=NO1)C1=C(C=CC=C1)C(F)(F)F)COC12CCC(CC1)(CC2)COC=2C=C1C(=CC=NC1=CC2)C(F)(F)F